(7'-(6-morpholinopyridin-3-yl)-6',7'-dihydrospiro[cyclopropane-1,5'-pyrrolo[2,3-d]pyrimidin]-2'-yl)methanol O1CCN(CC1)C1=CC=C(C=N1)N1CC2(C3=C1N=C(N=C3)CO)CC2